perfluorooctanoyl mercaptan FC(C(=O)S)(C(C(C(C(C(C(F)(F)F)(F)F)(F)F)(F)F)(F)F)(F)F)F